ClC=1C=C2N=CC(=NC2=CC1)OC1=CC=C(O[C@@H](C(=O)OCC)C)C=C1 ethyl (R)-2-[4-(6-chloroquinoxalin-2-yloxy)phenoxy]propionate